C(C1=CC=CC=C1)N1C2=C(SCC1)C=CC(=C2)NC(=O)NC2=CNC1=CC=CC=C21 1-(4-benzyl-3,4-dihydro-2H-benzo[b][1,4]thiazin-6-yl)-3-(1H-indol-3-yl)urea